10,10-diethyl-3,6-dimethoxyanthracen-9(10H)-one C(C)C1(C=2C=C(C=CC2C(C2=CC=C(C=C12)OC)=O)OC)CC